CN(CCC=1SC2=C(N1)C=C(C=C2)C2=CCC(CN2C(=O)OC(C)(C)C)C)C tert-butyl 6-(2-(2-(dimethylamino)ethyl)benzo[d]thiazol-5-yl)-3-methyl-3,4-dihydropyridine-1(2H)-carboxylate